C(C)(C)(C)OC(=O)N[C@H](C(=O)N1[C@@H](CC2(CC(C2)(F)F)CC1)C(=O)O)C(C)(C)C (S)-7-((S)-2-((tert-butoxycarbonyl)amino)-3,3-dimethylbutanoyl)-2,2-difluoro-7-azaspiro[3.5]nonane-6-carboxylic acid